N1(N=CC=C1)C=1C=C(C=CC1)C=1C[C@@H](N(C(C1)=O)C(=O)OC(C)(C)C)C(=O)OC(C)(C)C di-tert-butyl (R)-4-(3-(1H-pyrazol-1-yl)phenyl)-6-oxo-3,6-dihydropyridine-1,2(2H)-dicarboxylate